BrC=1N=CC(=NC1)N1CCC2(CC1)CC1=CC=CC=C1C2 (5-bromopyrazin-2-yl)-1,3-dihydrospiro[indene-2,4'-piperidine]